2-Methyl-3-(1-((4-methyl-7-(methylamino)-6-(piperazine-1-carbonyl)phthalazin-1-yl)amino)ethyl)benzonitrile CC1=C(C#N)C=CC=C1C(C)NC1=NN=C(C2=CC(=C(C=C12)NC)C(=O)N1CCNCC1)C